8-(4-chloro-2-fluorophenyl)-3-methyl-6-((2S,4R)-2-(1-methyl-1H-pyrazol-4-yl)tetrahydro-2H-pyran-4-yl)pyrido[2,3-b]pyrazine ClC1=CC(=C(C=C1)C1=CC(=NC2=NC(=CN=C21)C)[C@H]2C[C@H](OCC2)C=2C=NN(C2)C)F